(Quinoxalin-6-ylmethyl)-4-(4,7-diazaspiro[2.5]octan-7-yl)pyridazin-3-amine hydrochloride Cl.N1=CC=NC2=CC(=CC=C12)CC=1C(=C(N=NC1)N)N1CCNC2(CC2)C1